3-fluoro-5-((7-iodo-1-oxo-2,3-dihydro-1H-inden-4-yl)oxy)-benzonitrile FC=1C=C(C#N)C=C(C1)OC1=C2CCC(C2=C(C=C1)I)=O